FC1=C(C=CC=C1C(F)(F)F)[C@@H](C)N[S@@](=O)C(C)(C)C (S)-N-[(1R)-1-[2-fluoro-3-(trifluoromethyl)phenyl]ethyl]-2-methyl-propane-2-sulfinamide